COC=1C=C2CCNCC2=CC1NC1=NC2=CC(=CC=C2C=N1)C=1C=C(C=CC1)CO (3-{2-[(6-methoxy-1,2,3,4-tetrahydroisoquinolin-7-yl)amino]quinazolin-7-yl}phenyl)-methanol